CN1N=CC(=C1)C=1C=NC(=NC1)N 5-(1-methyl-1H-pyrazol-4-yl)pyrimidin-2-amine